OCCCCCCOC1=CC=C(C=C1)C#CC1=CC=C(C(=O)OC2=C(C(=O)OCC)C=C(C=C2)OC(C2=CC=C(C=C2)C#CC2=CC=C(C=C2)OCCCCCCO)=O)C=C1 ethyl 2,5-bis[[4-[2-[4-(6-hydroxyhexoxy)phenyl]ethynyl]-benzoyl]oxy]benzoate